C[C@@]1([C@H](O)[C@H](O)[C@@H](CO)O1)N1C(=O)N=C(N)C=C1 methyl-cytidine